O=C1N2C(CCC2CC(C1)=O)C(=O)OC methyl 5,7-dioxooctahydroindolizine-3-carboxylate